[S-2].[S-2].[S-2].[V+5] vanadium trisulfide